4-(benzyloxy)butyl methanesulfonate CS(=O)(=O)OCCCCOCC1=CC=CC=C1